7-Methoxy-2-methyl-5-[5-(piperidin-4-yl)[1,3]thiazolo[5,4-d][1,3]thiazol-2-yl]-2H-indazol Trifluoroacetat FC(C(=O)O)(F)F.COC1=CC(=CC2=CN(N=C12)C)C=1SC=2N=C(SC2N1)C1CCNCC1